ClC=1C=C2C(=CC1)NC(C21CCN(CC1)CCOC1=CC2=C(N(C=N2)C2CC(C2)(C)O)C(=C1)C#N)=O 5-(2-{5-chloro-2-oxo-1,2-dihydrospiro[indole-3,4'-piperidin]-1'-yl}ethoxy)-1-(3-hydroxy-3-methylcyclobutyl)-1H-1,3-benzodiazole-7-carbonitrile